CC1=C(NC2=CC=CC=C12)CCN 2-(3-methyl-1H-indol-2-yl)ethane-1-amine